CC1=C(N=C2N1C=C(C=C2)OC2=NC=CC=C2OCC(F)(F)F)C(=O)N[C@@H]2CNC(CC2)=O 3-methyl-N-[(3S)-6-oxo-3-piperidyl]-6-[[3-(2,2,2-trifluoroethoxy)-2-pyridyl]oxy]imidazo[1,2-a]pyridine-2-carboxamide